1,1'-bis(dimethylsilyl)ferrocene C[SiH]([C-]1C=CC=C1)C.[C-]1(C=CC=C1)[SiH](C)C.[Fe+2]